6-phenyl-2-(3-(4,4,5,5-tetramethyl-1,3,2-dioxaborolan-2-yl)phenyl)-[1,2,4]triazolo[1,5-a]pyridine C1(=CC=CC=C1)C=1C=CC=2N(C1)N=C(N2)C2=CC(=CC=C2)B2OC(C(O2)(C)C)(C)C